N-cyclohexyl-morpholine C1(CCCCC1)N1CCOCC1